BrCC(=O)N[C@@H](C)C1=C(C=C(C=C1)Cl)F (S)-2-bromo-N-(1-(4-chloro-2-fluorophenyl)ethyl)acetamide